C(C)(C)(C)C=1C=NC(=NC1)C=1C=C(C=CC1)N(C1=NC=2N(C3=CC(=CC=C13)Cl)C=NN2)C N-(3-(5-(tert-butyl)pyrimidin-2-yl)phenyl)-8-chloro-N-methyl-[1,2,4]triazolo[4,3-a]quinazolin-5-amine